3,4-dimethyl-6-(trifluoromethyl)-3H-imidazo[4,5-c]Pyridine CN1C=NC2=C1C(=NC(=C2)C(F)(F)F)C